2,5-dichloro-3-((4-(1,1-difluoroethyl)-1-(4-methoxybenzyl)-6-oxo-1,6-dihydropyrimidin-5-yl)oxy)benzonitrile ClC1=C(C#N)C=C(C=C1OC1=C(N=CN(C1=O)CC1=CC=C(C=C1)OC)C(C)(F)F)Cl